ethyl (R)-2-(4-((1-(2-cyanoacetyl)piperidin-3-yl)amino)-1H-pyrrolo[2,3-b]pyridin-5-yl)thiazole-5-carboxylate C(#N)CC(=O)N1C[C@@H](CCC1)NC1=C2C(=NC=C1C=1SC(=CN1)C(=O)OCC)NC=C2